S1C2=C(C=C1)C(=CC=C2)N2CCN(CC2)CCCCOC2=CC=C1C=CC(N(C1=C2)C(CCCCCCCCC)=O)=O 7-(4-(4-(benzo[b]thiophen-4-yl)piperazin-1-yl)butoxy)-1-decanoylquinolin-2(1H)-one